OC1O[C@@H]([C@H]([C@@H]([C@H]1NS(=O)(=O)C)O)O)CO N-((3R,4R,5S,6R)-2,4,5-trihydroxy-6-(hydroxymethyl)tetrahydro-2H-pyran-3-yl)methanesulfonamide